2-Amino-7-fluoro-4-(5-fluoro-3-((R)-3-((1R,4R)-5-methyl-2,5-diazabicyclo[2.2.1]heptan-2-yl)pyrrolidin-1-yl)-7,9-dihydrofuro[3,4-f]quinazolin-6-yl)thieno[3,2-c]pyridine-3-carbonitrile NC1=C(C=2C(=NC=C(C2S1)F)C=1C2=C(C=3C=NC(=NC3C1F)N1C[C@@H](CC1)N1[C@H]3CN([C@@H](C1)C3)C)COC2)C#N